tridecan-7-yl (tert-butoxycarbonyl)-L-alaninate C(C)(C)(C)OC(=O)N[C@@H](C)C(=O)OC(CCCCCC)CCCCCC